CC12OC(NC(C1)(C2)C)=O 1,5-dimethyl-2-oxa-4-azabicyclo[3.1.1]heptan-3-one